(4-((5-cyano-4-(tetrahydro-2H-pyran-4-yl)thiazol-2-yl)(ethyl)amino)-2-cyclopropyl-8-fluoroquinolin-6-yl)piperazine-1-carboxylic acid tert-butyl ester C(C)(C)(C)OC(=O)N1C(CNCC1)C=1C=C2C(=CC(=NC2=C(C1)F)C1CC1)N(CC)C=1SC(=C(N1)C1CCOCC1)C#N